C(C)OC(=O)C1=C(C=2C(=NC=C(C2S1)Br)OC)C1=NC2=C(N1)C=CC(=C2OC)C(N)=O.C(=CCCCCCCCCCCCCCCCC)CCCC octadecenyl-butane Ethyl-7-bromo-3-(5-carbamoyl-4-methoxy-1H-benzo[d]imidazol-2-yl)-4-methoxythieno[3,2-c]pyridine-2-carboxylate